e-2-methoxycyclohexanol COC1C(CCCC1)O